N(CCO)CCO diEthanolamine